NCCCNCCCN N1-(3-aminopropyl)propane-1,3-diamine